ClC1(C(CC12CCC(CC2)C(=O)OCC)=O)Cl ethyl 1,1-dichloro-2-oxospiro[3.5]nonane-7-carboxylate